3-glycidoxy-1,1,3,3-tetramethyldisiloxane C(C1CO1)O[Si](O[SiH](C)C)(C)C